C(=O)(O)C1CO1 2-carboxylethylene oxide